3-(3-((6-fluoro-1,3-dihydrobenzo[c]thiophen-5-yl)amino)-1H-pyrazol-5-yl)cyclopentyl isopropylcarbamate C(C)(C)NC(OC1CC(CC1)C1=CC(=NN1)NC1=CC2=C(CSC2)C=C1F)=O